CCC(CCCCCC(CC)O)O undecane-3,9-diol